NC1=C(C=C(C=N1)NC(C(N1[C@H](CC[C@@H](C1)C)C=1C=CC2=C(N=C(S2)C2CN(CC(C2)C)C)C1)=O)=O)CC Racemic-N-(6-amino-5-ethyl-3-pyridyl)-2-oxo-2-[(2R,5S)-5-methyl-2-[2-[1,5-dimethyl-3-piperidyl]-1,3-benzothiazol-5-yl]-1-piperidyl]acetamide